(2S)-2-(4,6-dimethylpyridin-3-yl)-1-methylpyrrolidin-1-ium malate C(C(O)CC(=O)[O-])(=O)[O-].CC1=C(C=NC(=C1)C)[C@H]1[NH+](CCC1)C.CC1=C(C=NC(=C1)C)[C@H]1[NH+](CCC1)C